5-chlorothiophen ClC1=CC=CS1